tert-butyl 4-((6-(difluoromethyl)-3-(4-(methoxycarbonyl)phenyl)-hexahydro-1H-pyrrolo(1,2-a)pyrazin-2-yl)methyl)-5-methoxy-7-methylindole-1-carboxylate FC(C1CCC2N1CC(N(C2)CC2=C1C=CN(C1=C(C=C2OC)C)C(=O)OC(C)(C)C)C2=CC=C(C=C2)C(=O)OC)F